3-(3-(4-(chloromethyl)phenyl)-5-(trifluoromethoxy)-3H-imidazo[4,5-b]pyridin-2-yl)pyridin-2-amine ClCC1=CC=C(C=C1)N1C(=NC=2C1=NC(=CC2)OC(F)(F)F)C=2C(=NC=CC2)N